3-hexylnonyl 6-(4-(2-(butylthio)ethoxy)-4-oxobutyl)((2-hydroxyethyl)amino)hexanoate C(CCC)SCCOC(CCCCCCCC(C(=O)OCCC(CCCCCC)CCCCCC)NCCO)=O